2-chloro-9,10-ditolyl-anthracene ClC1=CC2=C(C3=CC=CC=C3C(=C2C=C1)C1=C(C=CC=C1)C)C1=C(C=CC=C1)C